ClC=1C(=CC2=C([C@H](C[C@@H](O2)C(=O)NC23CC(C2)(C3)N3N=CC(=C3)C3=NC=C(C=C3)OC(F)(F)F)O)C1)F (2R,4S)-6-chloro-7-fluoro-4-hydroxy-N-(3-{4-[5-(trifluoromethoxy)pyridin-2-yl]-1H-pyrazol-1-yl}bicyclo[1.1.1]pentan-1-yl)-3,4-dihydro-2H-1-benzopyran-2-carboxamide